2-{[(1-methyl-1H-indol-6-yl)methyl]amino}acetic acid CN1C=CC2=CC=C(C=C12)CNCC(=O)O